2-[methyl(methylsulfonyl)amino]-N-[1-(4-piperidylsulfonyl)-4-piperidyl]benzamide CN(C1=C(C(=O)NC2CCN(CC2)S(=O)(=O)C2CCNCC2)C=CC=C1)S(=O)(=O)C